ClC=1C(=NC=CC1C1=C(C(=CC=C1)C1=NC(=C(C=C1)CNC1CCOCC1)OC)Cl)C1=CC(=C(CN2CC3(C2)CNC(C3)=O)C=C1)OC(F)F 2-(4-(3-chloro-4-(2-chloro-3-(6-methoxy-5-(((tetrahydro-2H-pyran-4-yl)amino)methyl)pyridin-2-yl)phenyl)pyridin-2-yl)-2-(difluoromethoxy)benzyl)-2,6-diazaspiro[3.4]octan-7-one